(2R,3R,4R,5R)-5-(2-acetamido-1-benzoyl-6-oxo-1,6-dihydro-9H-purin-9-yl)-4-((tert-butyldimethylsilyl)oxy)-2-(((tert-butyldimethylsilyl)oxy)methyl)tetrahydrofuran-3-yl acetate C(C)(=O)O[C@@H]1[C@H](O[C@H]([C@@H]1O[Si](C)(C)C(C)(C)C)N1C=2N=C(N(C(C2N=C1)=O)C(C1=CC=CC=C1)=O)NC(C)=O)CO[Si](C)(C)C(C)(C)C